C(#N)C1=CC=C(C=C1)C1=C(C(=O)O)C=CC(=C1)C#N.C(#N)C1=CC=C(C=C1)OC(C1=CC=C(C=C1)C#N)=O 4-cyanobenzoic acid-4-cyanophenyl ester (4-cyanophenyl-4-cyanobenzoate)